ethylenebiscapric amide C(CNC(=O)CCCCCCCCC)NC(=O)CCCCCCCCC